(Z)-3-amino-2-(2-fluoro-3-methoxyphenyl)-2-ethyl crotonate C(\C=C/C)(=O)OC(C)C=1C(C(C=CC1)(OC)N)F